ClC=1C(=CC(=C(CN[C@@H](CO)C(=O)O)C1)OCC=1C=NC=C(C1)C#N)OCC1=C(C(=CC=C1)C1=C2CCN(C2=CC=C1)CCCN1CC(CC1)O)C N-(5-chloro-2-((5-cyanopyridin-3-yl)methoxy)-4-(3-(1-(3-(3-Hydroxypyrrolidin-1-yl)propyl)indolin-4-yl)-2-methylbenzyloxy)benzyl)-L-serine